isopropyl myristate lactate C(C(O)C)(=O)O.C(CCCCCCCCCCCCC)(=O)OC(C)C